C1(CC1)C1=NN(C(=C1)NC(=O)C1CN(C(C1)=O)C1=CC(=C(C=C1)F)C)C(=O)OC(C)(C)C tert-butyl 3-cyclopropyl-5-[1-(4-fluoro-3-methylphenyl)-5-oxopyrrolidine-3-amido]-1H-pyrazole-1-carboxylate